COC1=CC=C(CN2N=CC(=C2)C=O)C=C1 1-(4-methoxybenzyl)-1H-pyrazole-4-carbaldehyde